Methyl (S)-5-(dimethoxyphosphoryl)-4-oxo-2-(tritylamino)pentanoate COP(=O)(OC)CC(C[C@@H](C(=O)OC)NC(C1=CC=CC=C1)(C1=CC=CC=C1)C1=CC=CC=C1)=O